BrCC1=CC=CC=C1 Bromomethyl-benzene